ClC=1C=C2C(=C(C1)Cl)N(C(C21CCNCC1)=O)C(=O)OC(C)(C)C tert-butyl 5,7-dichloro-2-oxo-1,2-dihydrospiro[indole-3,4'-piperidine]-1-carboxylate